N[C@@H](C(=O)N[C@H](C)C1=C(C=CC(=C1)OC)C)CO (2R)-2-amino-3-hydroxy-N-[(1R)-1-(5-methoxy-2-methylphenyl)ethyl]propanamide